O=C1C=CC(=CN1)NC(OC(C)(C)C)=O tert-Butyl (6-oxo-1,6-dihydropyridin-3-yl)carbamate